1-[6-bromo-2-(4-fluorophenyl)-3-(pyridin-4-yl)-3H-imidazo[4,5-b]Pyridin-5-yl]Piperazine BrC=1C=C2C(=NC1N1CCNCC1)N(C(=N2)C2=CC=C(C=C2)F)C2=CC=NC=C2